3-((3-fluorophenyl)amino)-4-(methyl(4-(5-(trifluoromethyl)-1,2,4-oxadiazol-3-yl)benzyl)amino)cyclobut-3-ene-1,2-dione FC=1C=C(C=CC1)NC=1C(C(C1N(CC1=CC=C(C=C1)C1=NOC(=N1)C(F)(F)F)C)=O)=O